Cl.CN(CCCN=C=NCC)C N-(3-dimethylaminopropyl)-N'-ethylcarbodiimide-hcl